2-amino-6-(benzyloxy)-7-(2-(methyl-thio)ethyl)-7,9-dihydro-8H-purin-8-one NC1=NC(=C2N(C(NC2=N1)=O)CCSC)OCC1=CC=CC=C1